C[C@H]1CN(CC[C@H]1NC(C(F)(F)F)=O)C(=O)OC(C)(C)C |r| tert-butyl rac-(3S,4R)-3-methyl-4-[(2,2,2-trifluoroacetyl)amino]piperidine-1-carboxylate